COP(=O)(OC)CP(OC1=C(C(=CC(=C1)CCCCC)O)C1C(CCC(=C1)C)C(=C)C)(OC)=O 6-hydroxy-5'-methyl-4-pentyl-2'-(prop-1-en-2-yl)-1',2',3',4'-tetrahydro-[1,1'-biphenyl]-2-yl methyl ((dimethoxyphosphoryl)methyl)phosphonate